FC1=C(OC2=C3C(=NC=C2)N(C=C3C3=C(C(=O)N(C)C)C=CC=C3)COCC[Si](C)(C)C)C(=CC(=C1)NC(NCC1(COC1)C)=O)F 2-(4-[2,6-difluoro-4-({[(3-methyloxetan-3-yl)methyl]carbamoyl}amino)phenoxy]-1-{[2-(trimethylsilyl)ethoxy]methyl}-1H-pyrrolo[2,3-b]pyridin-3-yl)-N,N-dimethylbenzamide